2-chloro-5'-phenyl-5'H-spiro[fluorene-9,10'-indeno[1,2-b]indole] ClC1=CC2=C(C=C1)C1=CC=CC=C1C21C2=CC=CC=C2C=2N(C=3C=CC=CC3C21)C2=CC=CC=C2